2-fluoro-5-(6-((2-hydroxyethyl)amino)-5-(1-methyl-1H-pyrazol-4-yl)pyridin-3-yl)-4-methyl-N-(1H-pyrazol-3-yl)benzamide FC1=C(C(=O)NC2=NNC=C2)C=C(C(=C1)C)C=1C=NC(=C(C1)C=1C=NN(C1)C)NCCO